N1(CCC1)CCC=1C(=CC(N(C1)C(C(=O)O)CC(C)(C)C)=O)C(F)(F)F (5-(2-(azetidin-1-yl)ethyl)-2-oxo-4-(trifluoromethyl)pyridin-1(2H)-yl)-4,4-dimethylpentanoic acid